2-hydroxy-4-propenyl-benzophenone OC1=C(C(=O)C2=CC=CC=C2)C=CC(=C1)C=CC